N'-(3-bromo-2-methylphenyl)isobutyryl-hydrazine BrC=1C(=C(C=CC1)NNC(C(C)C)=O)C